CN1N=CC2=NC(=CC=C21)C(=O)O 1-methyl-1H-pyrazolo[4,3-b]Pyridine-5-carboxylic acid